1-[(2R)-2-amino-6-[(tert-butoxycarbonyl)amino]hexanoyl]-4-[(tert-butoxycarbonyl)amino]piperidine-4-Carboxylic acid methyl ester COC(=O)C1(CCN(CC1)C([C@@H](CCCCNC(=O)OC(C)(C)C)N)=O)NC(=O)OC(C)(C)C